3-[2-[bis[(4-methoxyphenyl)methyl]amino]-4-methoxy-pyrimidin-5-yl]propane-1,2-diol COC1=CC=C(C=C1)CN(C1=NC=C(C(=N1)OC)CC(CO)O)CC1=CC=C(C=C1)OC